bromoammonia BrN